tert-butyl (1R,3S,4R)-4-(4-(4-((2,6-dioxopiperidin-3-yl)amino)-2-fluorophenyl)piperidin-1-yl)-3-fluorocyclohexane-1-carboxylate O=C1NC(CCC1NC1=CC(=C(C=C1)C1CCN(CC1)[C@H]1[C@H](C[C@@H](CC1)C(=O)OC(C)(C)C)F)F)=O